tetrahydro-4-methyl-2-(2-methylpropyl)-2H-pyran CC1CC(OCC1)CC(C)C